C(#N)C=1C=NN2C1N=CC=C2C2=CC=C(C=C2)C 3-cyano-7-(4-methylphenyl)-pyrazolo[1,5-a]pyrimidine